C(C)OC=1C=C(C=CC1)N1C(N(C=2C1=NC=C(C2)C(=O)NC2(CCS(CC2)(=O)=O)C)C(C)C)=O 3-(3-ethoxyphenyl)-1-isopropyl-N-(4-methyl-1,1-dioxo-thian-4-yl)-2-oxo-imidazo[4,5-b]pyridine-6-carboxamide